tert-butyl N-[2-({4-[4-(4-ethylpyridin-3-ylamino)-2,6-difluorophenoxy]-6-methoxyquinolin-7-yl} oxy) ethyl]-N-methylcarbamate C(C)C1=C(C=NC=C1)NC1=CC(=C(OC2=CC=NC3=CC(=C(C=C23)OC)OCCN(C(OC(C)(C)C)=O)C)C(=C1)F)F